(2-(4-methylpiperazin-1-yl)ethyl)-2-(4-nitrophenyl)-5-phenyl-Azole-4-carboxamide methyl-(3-bromophenyl)(cyclobutyl)acetate COC(C(C1CCC1)C1=CC(=CC=C1)Br)=O.CN1CCN(CC1)CCC1=C(NC(=C1C(=O)N)C1=CC=CC=C1)C1=CC=C(C=C1)[N+](=O)[O-]